OC1=C(C=CC=C1)CCCCC(=O)OC methyl 5-(2-hydroxyphenyl)pentanoate